8-(4-tert-butylphenyl)-7-methyl-2H,3H,4H,6H-pyrimido[2,1-b][1,3]thiazin-6-one C(C)(C)(C)C1=CC=C(C=C1)C=1N=C2SCCCN2C(C1C)=O